CO[Si](OC)(OC)CCCCC(CCC(CCCC[Si](OC)(OC)OC)C)C 1,6-bis(trimethoxysilylpropyl)2,5-dimethylhexane